N\C(\C)=N\C(=N\S(=O)(=O)C1=C(C=CC=C1)C(F)(F)F)\N1N=C(C(CC1)C1=CC=CC=C1)C1=CC=C(C=C1)Cl (Z)-N-((E)-1-aminoethylidene)-3-(4-chlorophenyl)-4-phenyl-N'-((2-(trifluoromethyl)phenyl)sulfonyl)-5,6-dihydropyridazine-1(4H)-carboximidamide